BrC1=NN2C(NC(=C(C2=O)N2CCN(CC2)C2=NC=NC=C2)CC)=N1 2-bromo-5-ethyl-6-[4-(pyrimidin-4-yl)piperazin-1-yl]-4H-[1,2,4]triazolo[1,5-a]pyrimidin-7-one